tert-butyl (2-(4-isopropyl-5-(8-methoxy-[1,2,4]triazolo[1,5-a]pyridin-6-yl)-1-((2-(trimethylsilyl)ethoxy)methyl)-1H-pyrazol-3-yl)-4,5,6,7-tetrahydrobenzo[d]thiazol-6-yl)carbamate C(C)(C)C=1C(=NN(C1C=1C=C(C=2N(C1)N=CN2)OC)COCC[Si](C)(C)C)C=2SC1=C(N2)CCC(C1)NC(OC(C)(C)C)=O